1-(9Z,12Z-heptadecadienoyl)-2-tetradecanoyl-glycero-3-phosphoserine CCCCCCCCCCCCCC(=O)O[C@H](COC(=O)CCCCCCC/C=C\C/C=C\CCCC)COP(=O)(O)OC[C@@H](C(=O)O)N